N1(CCOCC1)C(CC=1C=CC(=C(C1)C1=C(OC(=C1)C=1C=NNC1)C(=O)N)N1CCCCC1)=O (5-(2-morpholinyl-2-oxoethyl)-2-(piperidin-1-yl)phenyl)-5-(1H-pyrazol-4-yl)furan-2-carboxamide